C(=C)[N+]1=CN(C=C1)CC=C 3-vinyl-1-(2-propen-1-yl)-1H-imidazolium